N-((3-((5-((3S,4S)-4-amino-3-methyl-2-oxa-8-aza-spiro[4.5]decan-8-yl)pyrazin-2-yl)thio)-2-chloro-phenyl)carbamoyl)cyclobutanesulfonamide N[C@@H]1[C@@H](OCC12CCN(CC2)C=2N=CC(=NC2)SC=2C(=C(C=CC2)NC(=O)NS(=O)(=O)C2CCC2)Cl)C